5-(2-(tert-butoxy)-2-oxoethoxy)-2-methyl-1H-benzo[d]Imidazole-4-carboxylic acid methyl ester COC(=O)C1=C(C=CC=2NC(=NC21)C)OCC(=O)OC(C)(C)C